FC1=C(C=CC=C1)NC1=C(C=C(C=C1)S(=O)(=O)NC)C=1N=NN(N1)C 4-((2-fluorophenyl)amino)-N-methyl-3-(2-methyl-2H-tetrazol-5-yl)benzenesulfonamide